CC1(OC2=C(C1)C=C(C(=C2)N2CCC(CC2)CC(=O)NC)NC(=O)C=2C=NN1C2N=CC=C1)C N-[2,2-dimethyl-6-[4-[2-(methylamino)-2-oxo-ethyl]-1-piperidyl]-3H-benzofuran-5-yl]pyrazolo[1,5-a]pyrimidine-3-carboxamide